1-[4-(2-{6-[(7R)-7-Amino-2-azabicyclo[2.2.1]heptane-2-carbonyl]-3-methylpyrazolo[1,5-a]pyridin-2-yl}-1-(cyclopropylmethyl)-1H-pyrrolo[2,3-b]pyridin-6-yl)phenyl]pyrrolidin-2-one N[C@H]1C2N(CC1CC2)C(=O)C=2C=CC=1N(C2)N=C(C1C)C1=CC=2C(=NC(=CC2)C2=CC=C(C=C2)N2C(CCC2)=O)N1CC1CC1